N-Succinimidyl 3-(diphenylphosphino)propionate C1CC(=O)N(C1=O)OC(=O)CCP(C2=CC=CC=C2)C3=CC=CC=C3